9-amino-3,4-dihydro-acridin-1(2H)-one NC=1C2=CC=CC=C2N=C2CCCC(C12)=O